N-[-]-[6-(3-cyano-5-methyl-pyrazol-1-yl)-5-(difluoromethyl)-2-pyridyl]benzimidazol-5-yl-cyclopropanecarboxamide C(#N)C1=NN(C(=C1)C)C1=C(C=CC(=N1)NC(=O)C1(CC1)C1=CC2=C(N=CN2)C=C1)C(F)F